CC1(C=C(C=CC1)C1=NN(C=C1)C1=CC(=NC(=N1)OCCC=1C=NN(C1)C)N1CCOCC1)C 4-(6-(3-(3,3-dimethylcyclohexa-1,5-dien-1-yl)-1H-pyrazol-1-yl)-2-(2-(1-methyl-1H-pyrazol-4-yl)ethoxy)pyrimidin-4-yl)morpholine